1-benzyl-6-(3,5-dimethylisoxazol-4-yl)-N-(2-(pyrrolidin-1-yl)ethyl)-1H-imidazo[4,5-b]pyridin-2-amine C(C1=CC=CC=C1)N1C(=NC2=NC=C(C=C21)C=2C(=NOC2C)C)NCCN2CCCC2